C(C1=CC=CC=C1)NC1C(CC(CC1)=O)C 4-(benzylamino)-3-methylcyclohexane-1-one